(S)-N-(1-cycloheptyl-2-oxo-2-((5-(1,3,5-trimethyl-1H-pyrazol-4-yl)Pyridin-2-yl)amino)ethyl)-1-methyl-1H-pyrazole-5-carboxamide C1(CCCCCC1)[C@@H](C(NC1=NC=C(C=C1)C=1C(=NN(C1C)C)C)=O)NC(=O)C1=CC=NN1C